C1=CC=C(C=2SC3=C(C21)C=CC=C3)C=3C=C(C=CC3)C3=CC(=CC=C3)C3=NC2=C1C(=C4C(=C2N=C3)C=CC=C4)C=CC=C1 2-[3'-(4-dibenzothienyl)[1,1'-biphenyl]-3-yl]-dibenzo[f,h]quinoxaline